2-[(4-methanesulfonylphenyl)methyl]-2-azaspiro[3.3]heptan-6-yl (2R,56S)-2,5-dimethyl-4-[5-(trifluoromethyl)pyrimidin-2-yl]piperazine-1-carboxylate C[C@H]1N(CC(N(C1)C1=NC=C(C=N1)C(F)(F)F)C)C(=O)OC1CC2(CN(C2)CC2=CC=C(C=C2)S(=O)(=O)C)C1